COC(C1=C(C=C(C(=C1)OCCNC(C1=CC=CC=C1)=O)OC)[N+](=O)[O-])=O 5-(2-Benzamidoethoxy)-4-methoxy-2-nitrobenzoic acid methyl ester